3-(6-(4-(hydroxymethyl)piperidin-1-yl)-2H-indazol-2-yl)piperidine-2,6-dione OCC1CCN(CC1)C=1C=CC2=CN(N=C2C1)C1C(NC(CC1)=O)=O